N'-(trityl)-glutamine C(C1=CC=CC=C1)(C1=CC=CC=C1)(C1=CC=CC=C1)NC(CC[C@H](N)C(=O)O)=O